(2R)-N-(2-fluorobenzyl)-2-(2-oxopyrrolidin-1-yl)propenamide FC1=C(CNC(C(=C)N2C(CCC2)=O)=O)C=CC=C1